6-chloro-7-methoxy-2-methyl-3-(4-(4-(trifluoromethoxy)phenoxy) phenyl)quinolin-4-yl hexyl carbonate C(OC1=C(C(=NC2=CC(=C(C=C12)Cl)OC)C)C1=CC=C(C=C1)OC1=CC=C(C=C1)OC(F)(F)F)(OCCCCCC)=O